diethyl-2,5-furandicarboxylic acid C(C)C=1C(=C(OC1C(=O)O)C(=O)O)CC